N-[5-[(5-chloropyridin-2-yl)methoxy]-1,3,4-thiadiazol-2-yl]-4-(5-cyano-2-methoxyphenyl)-6-methylpyridine-3-carboxamide ClC=1C=CC(=NC1)COC1=NN=C(S1)NC(=O)C=1C=NC(=CC1C1=C(C=CC(=C1)C#N)OC)C